N-[3-(3,5-dimethylisoxazol-4-yl)-4-(2-pyrrolidin-1-ylethoxy)phenyl]cyclopropanecarboxamide CC1=NOC(=C1C=1C=C(C=CC1OCCN1CCCC1)NC(=O)C1CC1)C